CC12CC(CC(CC1)(N2)C)N(C=2SC=1N=C(N=CC1N2)C2=CC1=CN(N=C1C(=C2)C#N)C)C 5-{2-[(1,5-Dimethyl-8-azabicyclo[3.2.1]oct-3-yl)(methyl)amino][1,3]thiazolo[5,4-d]pyrimidin-5-yl}-2-methyl-2H-indazol-7-carbonitril